FC(C=1C=NC(=NC1)N[C@@H]1C[C@@H]2CN([C@H]1CC2)C=O)(F)F ((1S,4R,6R)-6-((5-(trifluoromethyl)pyrimidin-2-yl)amino)-2-azabicyclo[2.2.2]oct-2-yl)methanone